C1(CCCC1)OC1=NC=CC=C1C1=CC(=C(C(=C1)F)C(CCCCC(=O)O)C)F 6-[4-(2-Cyclopentyloxy-pyridin-3-yl)-2,6-difluoro-phenyl]-heptanoic acid